6-[4-(2-{7,8-dimethyl-[1,2,4]triazolo[1,5-a]pyridin-6-yl}-3-(propan-2-yl)-1H-pyrrolo[3,2-b]pyridin-5-yl)cyclohexyl]-1λ6-thia-6-azaspiro[3.3]heptane-1,1-dione CC1=C(C=2N(C=C1C1=C(C3=NC(=CC=C3N1)C1CCC(CC1)N1CC3(CCS3(=O)=O)C1)C(C)C)N=CN2)C